FC1=CC=C(C=C1)C1=C(OC=C1)C(=O)NC1=CC(=C(C=C1)C)NC1=NC=CC=C1C1=C2N=CN(C2=NC=N1)C1OCCCC1 3-(4-fluorophenyl)-N-[4-methyl-3-[[3-(9-tetrahydropyran-2-ylpurin-6-yl)-2-pyridyl]amino]-phenyl]furan-2-carboxamide